C(C)OC(=O)C1CC2=C(C=CS2)CC1 ethyl-4,5,6,7-tetrahydro-1-benzothiophene-6-carboxylate